CN1N=CC=2C1=CN=CC2 1-methylpyrazolo[3,4-c]pyridin